Methyl 2-(5-bromopyridin-2-yl)acetate BrC=1C=CC(=NC1)CC(=O)OC